NC([C@H](C[C@H]1C(NCCC1)=O)NC([C@H](CC1CC1)NC(=O)C=1NC2=C(C(=CC=C2C1)F)Br)=O)=O N-[(1S)-2-[[(1S)-2-amino-2-oxo-1-[[(3S)-2-oxo-3-piperidyl]methyl]ethyl]amino]-1-(cyclopropylmethyl)-2-oxo-ethyl]-7-bromo-6-fluoro-1H-indole-2-carboxamide